NC=1C=C(C=CC1)C=1C=CC=C2C=NC(=NC12)NC=1C=NC(=CC1)N1CCNCC1 8-(3-aminophenyl)-N-(6-(piperazin-1-yl)pyridin-3-yl)quinazolin-2-amine